[N+](=O)([O-])C=1C=NC2=C(C=NC(=C2C1)C(F)(F)F)C(F)(F)F 3-nitro-5,8-bis(trifluoromethyl)-1,6-diazanaphthalene